7-methoxy-4-((2-((1-methylpyrrolidin-3-yl)oxy)-5-(thiophen-2-yl)phenyl)amino)quinazoline COC1=CC=C2C(=NC=NC2=C1)NC1=C(C=CC(=C1)C=1SC=CC1)OC1CN(CC1)C